Methyl 4-(5-(2-methylpropoxy)-thien-2-yl)-2,4-dioxobutanoate CC(COC1=CC=C(S1)C(CC(C(=O)OC)=O)=O)C